methyl 1,6-diacetylbenzoate C(C)(=O)C1(C(=O)OC)CC=CC=C1C(C)=O